S(N)(=O)(=O)NCCC1CN(C1)C1=NC=NC2=CC(=C(C=C12)F)OC 4-(3-(2-sulfamoylaminoethyl)azetidin-1-yl)-6-fluoro-7-methoxyquinazoline